ClC1=C(C=CC=C1)C1=CC=C2CC(C(C2=C1)NC(O[C@@H]1CN2CCC1CC2)=O)(C)C (S)-quinuclidin-3-yl (6-(2-chlorophenyl)-2,2-dimethyl-2,3-dihydro-1H-inden-1-yl)carbamate